N-(4-Chloro-3-(Pyridin-2-yl)Phenyl)-4-((Piperidin-1-Yl)Methyl)Benzamide ClC1=C(C=C(C=C1)NC(C1=CC=C(C=C1)CN1CCCCC1)=O)C1=NC=CC=C1